4-(3,5-dichlorobenzoyl-amino)-3-hydroxybenzoic acid ClC=1C=C(C(=O)NC2=C(C=C(C(=O)O)C=C2)O)C=C(C1)Cl